4-(2-((4-(tert-butoxycarbonyl)piperazin-1-yl)methyl)-5-(trifluoromethyl)phenyl)-2,2-dimethylbut-3-ynoic acid C(C)(C)(C)OC(=O)N1CCN(CC1)CC1=C(C=C(C=C1)C(F)(F)F)C#CC(C(=O)O)(C)C